(1R,2S,5S)-N-((S)-1-Amino-3-(6-methyl-2-oxo-1,2-dihydroquinolin-3-yl)-1-oxopropan-2-yl)-3-(4-methoxybenzofuran-2-carbonyl)-6,6-dimethyl-3-azabicyclo[3.1.0]hexane-2-carboxamide NC([C@H](CC=1C(NC2=CC=C(C=C2C1)C)=O)NC(=O)[C@@H]1[C@H]2C([C@H]2CN1C(=O)C=1OC2=C(C1)C(=CC=C2)OC)(C)C)=O